OC1=CC=C(C=C1)C(=O)C1=C(OC2=C1C=CC=C2)CCCN2CCCC2 (4-hydroxyphenyl)(2-(3-(pyrrolidine-1-yl)propyl)benzofuran-3-yl)methanone